N1CCCCCC1 Hexahydroazepin